(S)-6-cyclopropyl-4-((2,2-difluoro-1-(3-(trifluoromethyl)phenyl)ethyl)amino)-2-methylpyrido[3,4-d]pyridazine-1,7(2H,6H)-dione C1(CC1)N1C=C2C(=NN(C(C2=CC1=O)=O)C)N[C@H](C(F)F)C1=CC(=CC=C1)C(F)(F)F